1-phenyl-1,2-ethylene glycol diglycidyl ether C(C1CO1)OC(COCC1CO1)C1=CC=CC=C1